tert-butyl (4-(2-(2-mercaptoethoxy)ethoxy)phenyl)carbamate SCCOCCOC1=CC=C(C=C1)NC(OC(C)(C)C)=O